hydroxy-6-keto-5α-cholanic acid OC(C(=O)O)C[C@@H](C)[C@H]1CC[C@H]2[C@@H]3CC([C@H]4CCCC[C@]4(C)[C@H]3CC[C@]12C)=O